OC1CN(C1)C1=NN(C(C=C1)=O)C=1C=CC(=NC1)N[C@@H]1C[C@@H](CC1)CNC(=O)C1=CC(=NO1)C N-[[(1R,3S)-3-[[5-[3-(3-hydroxyazetidin-1-yl)-6-oxo-pyridazin-1-yl]-2-pyridyl]amino]cyclopentyl]methyl]-3-methyl-isoxazole-5-carboxamide